di(isononyl)(n-heptyl)cyclohexane manganese carbonate manganese sulfate monohydrate O.S(=O)(=O)([O-])[O-].[Mn+2].C([O-])([O-])=O.[Mn+2].C(CCCCCC(C)C)C1(CCC(CC1)CCCCCCC)CCCCCCC(C)C